(4-(3-(5-chloro-6-(trifluoromethyl)isoindolin-2-yl)-3-oxopropyl)-4-cyclopropyl-2,5-dioxoimidazolidin-1-yl)methyl dihydrogen phosphate P(=O)(OCN1C(NC(C1=O)(C1CC1)CCC(=O)N1CC2=CC(=C(C=C2C1)Cl)C(F)(F)F)=O)(O)O